6-methyl-4-[(1-methylcyclopropyl)amino]-N-(2-methylphenyl)furo[2,3-d]pyrimidine-5-carboxamide CC1=C(C2=C(N=CN=C2NC2(CC2)C)O1)C(=O)NC1=C(C=CC=C1)C